3-(ethoxymethyl)-3-phenethylpyrrolidine-1-carboxylic acid tert-butyl ester C(C)(C)(C)OC(=O)N1CC(CC1)(CCC1=CC=CC=C1)COCC